S(=O)(=O)([O-])[O-].FC=1C=C(CSC=2N(C(C=3C(N2)=NN(C3)CC3C[NH2+]C3)=O)C3=CC=CC=C3)C=CC1.FC=1C=C(CSC=3N(C(C=2C(N3)=NN(C2)CC2C[NH2+]C2)=O)C2=CC=CC=C2)C=CC1 3-((6-((3-fluorobenzyl)thio)-4-oxo-5-phenyl-4,5-dihydro-2H-pyrazolo[3,4-d]pyrimidin-2-yl)methyl)azetidin-1-ium sulfate